C([C@H](CO)N)C(=O)O The molecule is a beta-amino acid that is butanoic acid substituted by an amino group at position 3 and a hydroxy group at position 4. It is a beta-amino acid and a hydroxy monocarboxylic acid.